N1C(CCCC1)C=1C=CC2=C(N=CS2)C1 5-(piperidin-2-yl)benzo[d]thiazole